6-[7-fluoro-2-[(7R)-4-methyl-4-azaspiro[2.5]octan-7-yl]indazol-5-yl]-2,8-dimethyl-imidazo[1,2-b]pyridazine FC1=CC(=CC2=CN(N=C12)[C@@H]1CCN(C2(CC2)C1)C)C=1C=C(C=2N(N1)C=C(N2)C)C